ClC1=NN=NN1C 5-chloro-1-methyltetrazole